COC(=O)[C@@]12CN(C[C@]2(C1)C(F)(F)F)C1=C2C=CC=NC2=C(C=C1)C(F)(F)F (1S,5R)-5-(trifluoromethyl)-3-(8-(trifluoromethyl)quinolin-5-yl)-3-azabicyclo[3.1.0]hexane-1-carboxylic acid methyl ester